2-(1-(5-fluoropyridinoyl)pyrrolidin-3-yl)-5-methoxybenzaldehyde FC=1C=CC(=NC1)C(=O)N1CC(CC1)C1=C(C=O)C=C(C=C1)OC